OC=1C=C(C=CC1O)C(C(=O)O)C (3,4-dihydroxyphenyl)propionic acid